4-[(3S)-3-[(2S)-3-methoxy-2-[[6-oxo-5-(trifluoromethyl)-1,6-dihydropyridazin-4-yl]oxy]propoxy]butanoyl]piperazin COC[C@@H](CO[C@H](CC(=O)N1CCNCC1)C)OC=1C=NNC(C1C(F)(F)F)=O